N1C=CC2=CC=CC(=C12)OC1=NC(=NC=C1C(F)(F)F)NC1CNCCC1 4-(1H-indol-7-yloxy)-N-(piperidin-3-yl)-5-(trifluoromethyl)pyrimidin-2-amine